(S)-quinuclidin-3-yl (5-(benzofuran-2-yl)-2,2-dimethyl-2,3-dihydro-1H-inden-1-yl)carbamat O1C(=CC2=C1C=CC=C2)C=2C=C1CC(C(C1=CC2)NC(O[C@@H]2CN1CCC2CC1)=O)(C)C